ClC=1C=C(C=C(C1)NS(=O)(=O)C)NC(=O)C1=CN(C(=C1)C)C1=NC=C(C=C1)C#N N-(3-chloro-5-(methylsulfonamido)phenyl)-1-(5-cyanopyridin-2-yl)-5-methyl-1H-pyrrole-3-carboxamide